COC1=CC(=CC2=C1OC(CO2)C=2C=NC(=CC2)OC)CC2=CNC1=NC=CC=C12 3-((8-methoxy-2-(6-methoxypyridin-3-yl)-2,3-dihydrobenzo[b][1,4]dioxin-6-yl)methyl)-1H-pyrrolo[2,3-b]pyridine